Ethyl 2-chloro-4-(2-methoxy-3-(piperidin-1-yl)phenylamino)pyrimidine-5-carboxylate ClC1=NC=C(C(=N1)NC1=C(C(=CC=C1)N1CCCCC1)OC)C(=O)OCC